Cl.NC(C=O)C(C)C 2-amino-3-methyl-1-oxobutane HCl salt